Methyl (E)-2-hydroxy-5-(5-(3-oxo-3-(p-tolyl)prop-1-en-1-yl)furan-2-yl)benzoate OC1=C(C(=O)OC)C=C(C=C1)C=1OC(=CC1)\C=C\C(C1=CC=C(C=C1)C)=O